NC1=C(C=C(C=C1OC)P(C)(C)=O)F (4-amino-3-fluoro-5-methoxyphenyl)dimethylphosphine oxide